15-(5-(4-(tert-Butoxycarbonyl)piperazin-1-yl)-3H-imidazo[4,5-b]pyridin-2-yl)pentadecanoic acid C(C)(C)(C)OC(=O)N1CCN(CC1)C1=CC=C2C(=N1)NC(=N2)CCCCCCCCCCCCCCC(=O)O